tetra-normal pentylphosphonium bromide [Br-].C(CCCC)[P+](CCCCC)(CCCCC)CCCCC